ClC=1C=C(C(=C(C#N)C1)C)\C=C\OCC 5-chloro-3-[(E)-2-ethoxyvinyl]-2-methyl-benzonitrile